2,3-bis(cyano)-1,4-dimethyl-quinoxaline C(#N)C=1N(C2=CC=CC=C2N(C1C#N)C)C